(+)-2-(4-chlorobenzoyl)-3-fluoro-5-(1-hydroxy-1-(1-methylpiperidin-4-yl)ethyl)benzoic acid ClC1=CC=C(C(=O)C2=C(C(=O)O)C=C(C=C2F)C(C)(C2CCN(CC2)C)O)C=C1